ethyl (4R)-4-(2-chloro-3-fluoro-phenyl)-6-methyl-2-thiazol-2-yl-1,4-dihydropyrimidine-5-carboxylate ClC1=C(C=CC=C1F)[C@@H]1N=C(NC(=C1C(=O)OCC)C)C=1SC=CN1